C(CC)OCC(C)O propylene glycol e-n-Propyl ether